Cl.CC1(OC=2C(=NC(=CC2)C=2C(=CC(=NC2)NC(C)=O)NC2=NC(=CC(=C2)C2CCOCC2)S(=O)(=O)C)OC1)C N-(5-(2,2-dimethyl-2,3-dihydro-[1,4]dioxino[2,3-b]pyridin-6-yl)-4-((6-(methylsulfonyl)-4-(tetrahydro-2H-pyran-4-yl)pyridin-2-yl)amino)pyridin-2-yl)acetamide hydrochloride